N(=O)N[C@@H](C)C(=O)O Nitrosoalanin